2,3-bis((2-mercaptoethyl)thio)-1-propanthiol SCCSC(CS)CSCCS